(E)-1-(4-methoxybenzyl)-3-(2-(pyridine-4-yl)vinyl)-1H-indazole-6-carbaldehyde COC1=CC=C(CN2N=C(C3=CC=C(C=C23)C=O)\C=C\C2=CC=NC=C2)C=C1